C(C1=CC=CC=C1)N1C(NC(C1=O)CC(=O)O)=O 2-(1-benzyl-2,5-dioxoimidazolin-4-yl)acetic acid